C1(=CC=CC=C1)C1=NC(=NC(=N1)C1=CC=CC=C1)C=1C=C(C(=C(C1)C1=CC=CC=C1)N1C2=CC=C(C=C2C=2C=C(C=CC12)C1=CC=CC=C1)C1=CC=CC=C1)C1=CC=CC=C1 9-(5'-(4,6-diphenyl-1,3,5-triazin-2-yl)-[1,1':3',1''-terphenyl]-2'-yl)-3,6-diphenyl-9H-carbazole